S1C(=CC=C1C=O)C=1SC=CC1 2,2'-bithiophene-5-carbaldehyde